C=C1CC(C(CCC1)(C=C)C)C=C(C)C 4-methylene-1-methyl-2-(2-methyl-1-propen-1-yl)-1-vinyl-cycloheptane